1-(3-methylimidazo[1,2-a]pyridin-7-yl)ethan-1-one CC1=CN=C2N1C=CC(=C2)C(C)=O